FC1=C(C=C(C=C1)N1C(=C(C2=CC(=CC=C12)O)C1=C(C(=O)O)C=CC=C1)C1CCOCC1)C (1-(4-fluoro-3-methylphenyl)-5-hydroxy-2-(tetrahydro-2H-pyran-4-yl)-1H-indol-3-yl)benzoic acid